β-(3,5-Dicyclohexyl-4-hydroxyphenyl)propionic acid C1(CCCCC1)C=1C=C(C=C(C1O)C1CCCCC1)CCC(=O)O